FC1=CC2=C(C=C(O2)C2=C3N=CC(=NC3=CC(=C2)C)OC)C=C1O 6-fluoro-2-(2-methoxy-7-methylquinoxalin-5-yl)benzofuran-5-ol